CN(CCC1(C(C=C(C=C1)NC=1N=C(C2=C(N1)NC=C2)C2=CN(C1=CC=CC=C21)C)NCC)NCC)C 1-(2-(dimethylamino)ethyl)-N1,N2-diethyl-N4-(4-(1-methyl-1H-indol-3-yl)-7H-pyrrolo[2,3-d]pyrimidin-2-yl)benzene-1,2,4-triamine